FC1(CC(C1)OC1=CC=C(C=N1)C1=NN(C(C=C1)=O)CC(=O)NCC)F 2-(3-(6-(3,3-difluorocyclobutoxy)pyridin-3-yl)-6-oxopyridazin-1(6H)-yl)-N-ethylacetamide